BrC1=C(C(=O)O)C(=CN=C1)OC1=C2C=NN(C2=CC=C1C)C1OCCCC1 C3-bromo-5-((5-methyl-1-(tetrahydro-2H-pyran-2-yl)-1H-indazol-4-yl)oxy)isonicotinic acid